(1H-imidazol-1-yl)phenol dihydrochloride Cl.Cl.N1(C=NC=C1)C1=C(C=CC=C1)O